(R)-N4-(1-((tert-butyldimethylsilyl)oxy)-2-methylhex-2-yl)-6-(4-(pyrrolidin-1-ylmethyl)benzyl)pyrido[3,4-d]pyrimidine-2,4-diamine [Si](C)(C)(C(C)(C)C)OC[C@](CCCC)(C)NC=1C2=C(N=C(N1)N)C=NC(=C2)CC2=CC=C(C=C2)CN2CCCC2